N-((1r,4r)-4-methoxycyclohexyl)-2-(methylsulfinyl)-6-(pyridin-4-yl)pyrimidine-4-carboxamide COC1CCC(CC1)NC(=O)C1=NC(=NC(=C1)C1=CC=NC=C1)S(=O)C